[C@H](C)(CC)[C@H]1[C@@H](OC1=O)C(=O)N[C@@H](C(C)C)C(=O)N[C@@H](C(C)C)C(=O)OC Methyl ((2R,3S)-3-((S)-sec-butyl)-4-oxooxetane-2-carbonyl)-L-valyl-L-valinate